tert-butyl (6R,7R)-6-methyl-7-(4-piperidyloxy)-2-azaspiro[3.5]nonane-2-carboxylate C[C@@H]1CC2(CN(C2)C(=O)OC(C)(C)C)CC[C@H]1OC1CCNCC1